C(C)(C)C1=CN=C2N1C1=CC=CC=C1C(C2=O)=O 1-isopropylimidazo[1,2-a]quinoline-4,5-dione